N-(1'-(6-(1-cyanocyclopropoxy)-2-(1,1-difluoroethyl)pyrimidin-4-yl)-1',2'-dihydrospiro[cyclopropane-1,3'-pyrrolo[3,2-c]pyridin]-6'-yl)acetamide C(#N)C1(CC1)OC1=CC(=NC(=N1)C(C)(F)F)N1CC2(C=3C=NC(=CC31)NC(C)=O)CC2